4-fluoro-N-(2-((4-fluorophenyl)ethynyl)-4-(3-(2-(pyridin-3-yl)ethyl)ureido)phenyl)benzamide FC1=CC=C(C(=O)NC2=C(C=C(C=C2)NC(=O)NCCC=2C=NC=CC2)C#CC2=CC=C(C=C2)F)C=C1